CP(=O)(C)C1=C(C(=NC=C1)F)N 4-(dimethylphosphoryl)-2-fluoropyridin-3-amine